N-[2,5-Difluoro-4-[5-[2-[[(3S,5S)-5-fluoro-3-piperidyl]amino]pyrimidin-4-yl]-2-methyl-thiazol-4-yl]oxy-phenyl]-2,2,2-trifluoro-ethanesulfonamide FC1=C(C=C(C(=C1)OC=1N=C(SC1C1=NC(=NC=C1)N[C@@H]1CNC[C@H](C1)F)C)F)NS(=O)(=O)CC(F)(F)F